C(C)OC(=O)C1=NC2=CC=CC=C2N=C1NC1=CC(=CC=C1)C 2-ethoxycarbonyl-3-(3-methylanilino)quinoxaline